2-hexylundecanoate C(CCCCC)C(C(=O)[O-])CCCCCCCCC